C(C)(C)(C)[S@@](=O)N1C(=C(C=CC=C1)C1CCC1)C(=O)O (2R,3R)-1-((R)-tert-butylsulfinyl)-3-cyclobutylazepine-2-carboxylic acid